ethyl 2-(3-methoxy-3-oxopropanamido)-4-phenylthiophene-3-carboxylate COC(CC(=O)NC=1SC=C(C1C(=O)OCC)C1=CC=CC=C1)=O